FC=1C=C(OC2=NC=C(C=N2)N)C=CC1 2-(3-fluorophenoxy)pyrimidin-5-amine